4-((2-methyl-3-oxo-4H-quinoxalin-6-yl)methyl)piperazine CC1=NC2=CC=C(C=C2NC1=O)CN1CCNCC1